Cl.BrC1=CC=C2C(=C1)NC([C@@]21CN([C@@H](C1)C(=O)N)C([C@@H](NC)CC(C)C)=O)=O (3R,5'S)-6-bromo-1'-(methyl-L-leucyl)-2-oxospiro[indoline-3,3'-pyrrolidine]-5'-Formamide hydrochloride